2-{2-(dimethylamino)-6-[(2S)-1-methoxyprop-2-yl]-5,8-dioxo-5,6,7,8-tetrahydro-4H-pyrazolo[1,5-a]pyrrolo[3,4-d]pyrimidin-4-yl}-N-(5-fluoropyridin-2-yl)acetamide CN(C1=NN2C(N(C3=C(C2=O)CN(C3=O)[C@H](COC)C)CC(=O)NC3=NC=C(C=C3)F)=C1)C